6-((E)-2-(7-(diethylamino)-2-oxo-2H-chromen-3-yl)vinyl)pyridin-1-ium-3-sulfonate C(C)N(C1=CC=C2C=C(C(OC2=C1)=O)/C=C/C1=CC=C(C=[NH+]1)S(=O)(=O)[O-])CC